N1(CCCC1)C1=CC(=NC(=C1)C=O)C(=O)OC methyl 4-(1-pyrrolidinyl)-6-formyl-2-pyridinecarboxylate